BrCCCOC1=CC=C(C=C1)C[C@@H](C(=O)OC1CCCC1)NC(=O)OC(C)(C)C cyclopentyl (S)-3-(4-(3-bromopropoxy)phenyl)-2-((tert-butoxycarbonyl)amino)propanoate